C1(=C(C=CC=C1)C#CC1=NNC2=CC=C(C=C12)C(=O)N1CC2(C1)CN(CCC2)C(=O)C2CCC(CC2)C(=O)NC)C2=CC=CC=C2 4-(2-(3-([1,1'-Biphenyl]-2-ylethynyl)-1H-indazole-5-carbonyl)-2,6-diazaspiro[3.5]nonane-6-carbonyl)-N-methylcyclohexane-1-carboxamide